C(C1=CC=CC=C1)OC(=O)N[C@H](C(=O)NCCNC(OC(C)(C)C)=O)CCC(=O)NCCNC(OC(C)(C)C)=O Di-tert-butyl {[(2S)-2-{[(benzyloxy)carbonyl]amino}-1,5-dioxopentane-1,5-diyl]bis(azanediylethane-2,1-diyl)}biscarbamate